NC=1C=2N(C(=CN1)C1=CCC(CC1)O)C(=NC2C2=CC=C(C1=CC=CC=C21)CC2=NC1=C(N2)C=CC=C1C)C(C)C 4-(8-amino-1-{4-[(4-methyl-1H-1,3-benzodiazol-2-yl)methyl]naphthalen-1-yl}-3-(propan-2-yl)imidazo[1,5-a]pyrazin-5-yl)cyclohex-3-en-1-ol